NC1=CC=C(C=C1)C=1C=CC=2N(N1)C=C(N2)CC(=O)OCC ethyl 2-(6-(4-aminophenyl)imidazo[1,2-b]pyridazin-2-yl)acetate